5-(2-chloro-6,8-difluoro-7-(3-hydroxynaphthalen-1-yl)quinazolin-4-yl)-N,N-dimethyl-5,6,7,8-tetrahydro-4H-pyrazolo[1,5-a][1,4]diazepine-2-carboxamide ClC1=NC2=C(C(=C(C=C2C(=N1)N1CC=2N(CCC1)N=C(C2)C(=O)N(C)C)F)C2=CC(=CC1=CC=CC=C21)O)F